4-(2-((tert-Butyldimethylsilyl)oxy)propan-2-yl)-2-chloro-3-fluoro-6-(2-(1-fluorocyclopropyl)oxiran-2-yl)pyridine [Si](C)(C)(C(C)(C)C)OC(C)(C)C1=C(C(=NC(=C1)C1(OC1)C1(CC1)F)Cl)F